CC=1C=C2C=CN=C(C2=CC1)C=1C=C2CN(C(C2=CC1)=O)C1C(NC(CC1)=O)=O 3-[5-(6-methylisoquinolin-1-yl)-1-oxo-2,3-dihydro-1H-isoindol-2-yl]piperidine-2,6-dione